di(p-pyridyl)benzene N1=CC=C(C=C1)C1=C(C=CC=C1)C1=CC=NC=C1